P(=O)(OCCCOCCCCCCCCCCCCCCCC)([O-])[O-] 3-(hexadecyloxy)propyl phosphate